N1(C=NC=C1)C=1C=CC(=C(C1)O)C1=CN=C(N=N1)N([C@@H]1CCNCC12CC2)C (R)-5-(1H-imidazol-1-yl)-2-(3-(methyl(5-azaspiro[2.5]octan-8-yl)amino)-1,2,4-triazin-6-yl)phenol